(S)-1'-(5-((3-chloropyridin-4-yl)thio)-1H-imidazo[4,5-b]pyrazin-2-yl)-1,3-dihydrospiro[indene-2,4'-piperidin]-1-amine ClC=1C=NC=CC1SC=1N=C2C(=NC1)NC(=N2)N2CCC1(CC2)[C@@H](C2=CC=CC=C2C1)N